C(C)(C)(C)OC([C@@H](NC(=O)OCC1C2=CC=CC=C2C2=CC=CC=C12)CCC(=O)O)=O N-Fmoc-L-glutamic acid R-tertiary butyl ester